Cl.CN[C@@H](COC)C(=O)OCC1=CC(=NC(=C1)Cl)Cl (2,6-Dichloropyridin-4-yl)methyl N,O-dimethyl-L-serinate hydrochloride